N-(5-((4-(benzo[b]thiophen-3-yl)pyrimidin-2-yl)amino)-4-methoxy-2-(4-methyl-1,4-diazepan-1-yl)phenyl)acrylamide S1C2=C(C(=C1)C1=NC(=NC=C1)NC=1C(=CC(=C(C1)NC(C=C)=O)N1CCN(CCC1)C)OC)C=CC=C2